C(CC)O[As] propoxyarsenic